C(C(C)C)C1(C(CCCC1OCC)OCC)COCC 2-isobutyl-2-ethoxymethyl-1,3-diethoxycyclohexane